NC1=CC=C(C=C1)CCNC(C1=CC=C(C=C1)C1=NNC(=C1)C1=CC=C(C=C1)OC)=O N-(4-aminophenylethyl)-4-(5-(4-methoxyphenyl)-1H-pyrazol-3-yl)benzamide